aluminium hypophosphite salt [PH2](=O)[O-].[Al+3].[PH2](=O)[O-].[PH2](=O)[O-]